N-(6-(4-amino-7-methyl-5-(4-((6-methylpyridin-2-yl)oxy)phenyl)-7H-pyrrolo[2,3-d]pyrimidin-6-yl)pyridin-3-yl)methacrylamide NC=1C2=C(N=CN1)N(C(=C2C2=CC=C(C=C2)OC2=NC(=CC=C2)C)C2=CC=C(C=N2)NC(C(=C)C)=O)C